N-[(1R)-1-[3-amino-5-(trifluoromethyl)phenyl]ethyl]-1-(3-carbamoylphenyl)-6-oxo-pyridazine-3-carboxamide NC=1C=C(C=C(C1)C(F)(F)F)[C@@H](C)NC(=O)C1=NN(C(C=C1)=O)C1=CC(=CC=C1)C(N)=O